triaminohexanoic acid NC(CCCCC(=O)O)(N)N